N1(CCCC1)CCC(=O)O 3-(pyrrolidin-1-yl)propanoic acid